2-Amino-3-phosphonopropionic acid NC(C(=O)O)CP(=O)(O)O